N1(C=NC=C1)C=1C=C(C=CC1)NC1=CC(=NC=C1)NC1=CC=C(C=C1)N1CCN(CC1)CC N4-(3-(1H-Imidazol-1-yl)phenyl)-N2-(4-(4-ethylpiperazin-1-yl)phenyl)pyridine-2,4-diamine